N-(3-bromo-2-chlorobenzyl)-2,2-diethoxyacetamidine BrC=1C(=C(CNC(C(OCC)OCC)=N)C=CC1)Cl